tetrahydromethyl-pyrimidinecarboxylic acid ammonium salt [NH4+].CN1C(NCC=C1)C(=O)[O-]